O=C1NC(CCC1N1C(N(C2=C1C=CC(=C2)CCCCC=O)C)=O)=O 5-[1-(2,6-dioxo-3-piperidyl)-3-methyl-2-oxo-benzimidazol-5-yl]pentanal